5-(8-(6,6-difluoro-3-azabicyclo[3.1.1]heptan-3-yl)imidazo[1,2-b]pyridazin-6-yl)pyrimidine-2,4(1H,3H)-dione FC1(C2CN(CC1C2)C=2C=1N(N=C(C2)C=2C(NC(NC2)=O)=O)C=CN1)F